N-[(1R,3S)-3-{[6-chloro-2-(trifluoromethyl)quinolin-4-yl]amino}cyclohexyl]-1-(1,3-thiazol-2-yl)-1H-pyrazole-4-carboxamide ClC=1C=C2C(=CC(=NC2=CC1)C(F)(F)F)N[C@@H]1C[C@@H](CCC1)NC(=O)C=1C=NN(C1)C=1SC=CN1